COC1=C(C(=O)OC)C=C(C(=N1)C1=CC=CC=C1)C methyl 2-methoxy-5-methyl-6-phenylnicotinate